3-(2,2,3,3,3-pentafluoropropoxy)-(2,2,3,3,3-pentafluoropropoxy)propanenitrile FC(COCC(C#N)OCC(C(F)(F)F)(F)F)(C(F)(F)F)F